ClC1=CC2=C(N(C(N=C2N2[C@H](CN(CC2)C(C=C)=O)C)=O)C2=C(C=CC=C2)C(C)C)N=C1C1=C(C(=CC(=C1)O)Cl)Cl 6-chloro-7-(2,3-dichloro-5-hydroxy-phenyl)-4-((2S)-2-methyl-4-(2-propenoyl)-1-piperazinyl)-1-(2-(2-propanyl)phenyl)pyrido[2,3-d]pyrimidin-2(1H)-one